N-(5-cyano-6-ethoxypyridin-3-yl)-1-(quinolin-5-yl)-5-(trifluoromethyl)-1H-pyrazole-4-carboxamide C(#N)C=1C=C(C=NC1OCC)NC(=O)C=1C=NN(C1C(F)(F)F)C1=C2C=CC=NC2=CC=C1